1H,2H-Pyridine N1CC=CC=C1